N-[4-[(6,7-Dimethoxy-1,5-naphthyridin-4-yl)oxy]phenyl]-1-ethyl-5-(4-fluorophenyl)-6-(hydroxymethyl)-4-oxopyridine-3-carboxamide COC=1N=C2C(=CC=NC2=CC1OC)OC1=CC=C(C=C1)NC(=O)C1=CN(C(=C(C1=O)C1=CC=C(C=C1)F)CO)CC